CC[SiH2]OCCO[SiH2]CC 4,7-dioxa-3,8-disiladecane